3-(4-{8-amino-3-methyl-5-[1-(piperidin-4-yl)-1H-pyrazol-4-yl]imidazo[1,5-a]pyrazin-1-yl}naphthalen-1-yl)-1-[3-(trifluoromethyl)phenyl]urea NC=1C=2N(C(=CN1)C=1C=NN(C1)C1CCNCC1)C(=NC2C2=CC=C(C1=CC=CC=C21)NC(NC2=CC(=CC=C2)C(F)(F)F)=O)C